Cl.C(C)N(C1=NC=C(C=N1)C1=C2C=C(C(=CC2=CC2=C1C(OC2)=O)OC)OC)C 9-(2-(ethyl(methyl)amino)pyrimidin-5-yl)-6,7-dimethoxynaphtho[2,3-c]furan-1(3H)-one hydrochloride